FC=1C=C(C=NC1)C1=NC=2N(C(=C1)NCCC1=CNC3=CC=CC=C13)N=CC2C(=O)O 5-(5-fluoro-3-pyridinyl)-7-[2-(1H-indol-3-yl)ethylamino]Pyrazolo[1,5-a]Pyrimidine-3-carboxylic acid